C(C1=CC=CC=C1)OC(=O)N[C@@H]1C[C@@H](CC12CCN(CC2)C(=O)OCC2=CC=CC=C2)O benzyl (1R,3R)-1-(((benzyloxy) carbonyl) amino)-3-hydroxy-8-azaspiro[4.5]decane-8-carboxylate